ClC=1C=C2C(=CN(C2=CC1)CC1CC1)C1CCN(CC1)C(=O)N1C[C@@H]2[C@@H](OCC(N2)=O)CC1 |r| rac-cis-6-(4-(5-chloro-1-(cyclopropylmethyl)-1H-indol-3-yl)piperidine-1-carbonyl)hexahydro-2H-pyrido[4,3-b][1,4]Oxazin-3(4H)-one